C(C)OCCOC1=CC=C(C=N1)C=1N=C(NC(C1)=O)C=1C=C(CNC(CCC)=O)C=CC1C(F)(F)F N-(3-{4-[6-(2-ethoxyethoxy)pyridin-3-yl]-6-oxo-1,6-dihydropyrimidin-2-yl}-4-(trifluoromethyl)benzyl)butanamide